O(OC#N)OC#N.[K] potassium oxycyanate